3-(2-bromoethoxy)-1H-pyrazole-1-carboxylic acid tert-butyl ester C(C)(C)(C)OC(=O)N1N=C(C=C1)OCCBr